2-hydroxy-2-methyl-1-(4-(1-methylethenyl)phenyl)propan-1-one OC(C(=O)C1=CC=C(C=C1)C(=C)C)(C)C